N1=CN=CC2=C1N(C=C2)C[C@@H](C)NC(OC(C)(C)C)=O tert-butyl (R)-(1-(7H-pyrrolo[2,3-d]pyrimidin-7-yl)propan-2-yl)carbamate